m-xylyl-benzophenone C1(=C(C(=CC=C1)C)C)C=1C=C(C=CC1)C(C1=CC=CC=C1)=O